4-Chloro-6-((2-(dimethylamino)ethyl)(methyl)amino)nicotinamide ClC1=CC(=NC=C1C(=O)N)N(C)CCN(C)C